3-(5-methyl-1,3-thiazol-2-yl)-5-[(2-methylpyridin-4-yl)oxy]benzoic acid CC1=CN=C(S1)C=1C=C(C(=O)O)C=C(C1)OC1=CC(=NC=C1)C